C(C1=CC=CC=C1)N(C(=O)OCCOCCCO[Si](C)(C)C(C)(C)C)CCCCCC(=O)NCCO[C@@H]1[C@@H](O)[C@@H](O[C@@H]2[C@@H](O)[C@@H](O)[C@H](O)[C@H](O2)CO)[C@H](O)[C@H](O1)CO[C@@H]1[C@@H](O)[C@@H](O)[C@H](O)[C@H](O1)CO 2-(3-((tert-butyldimethylsilyl)oxy)propoxy)ethan-1-ol benzyl-(6-{[2-({α-D-mannopyranosyl-(1-3)-[α-D-mannopyranosyl-(1→6)]-α-D-mannopyranosyl}oxy)ethyl]amino}-6-oxohexyl)carbamate